N-methoxy-1-(2,4,6-trichlorophenyl)propane-2-amine CONC(CC1=C(C=C(C=C1Cl)Cl)Cl)C